2-((2-cyanopyridin-4-yl)oxy)-2-(6-(((R)-1-(3-(difluoromethyl)-2-fluorophenyl)ethyl)amino)-5-(1,3-dioxolan-2-yl)-2-methylpyrimidin-4-yl)-N-morpholinoacetamide C(#N)C1=NC=CC(=C1)OC(C(=O)NN1CCOCC1)C1=NC(=NC(=C1C1OCCO1)N[C@H](C)C1=C(C(=CC=C1)C(F)F)F)C